N-(2-(((S)-1-((2S,4R)-4-hydroxy-2-(((S)-1-(4-(4-methylthiazol-5-yl)phenyl)ethyl)carbamoyl)pyrrolidin-1-yl)-3,3-dimethyl-1-oxobutan-2-yl)amino)-2-oxoethyl)-N-methyl-glycine O[C@@H]1C[C@H](N(C1)C([C@H](C(C)(C)C)NC(CN(CC(=O)O)C)=O)=O)C(N[C@@H](C)C1=CC=C(C=C1)C1=C(N=CS1)C)=O